O1C[C@@H](OC2=NC=CC=C21)C2=CC=C(CN1C[C@@H](CC1)O)C=C2 (3R)-1-{4-[(3S)-2,3-dihydro[1,4]dioxino[2,3-b]pyridin-3-yl]benzyl}pyrrolidin-3-ol